C(C=C)(=O)N1C[C@@H](CCC1)N1C(N(C=2C=NC=CC21)C2=CC=C(C=C2)OC2=C(C(=CC=C2)Cl)C)=O (R)-1-(1-acryloylpiperidin-3-yl)-3-(4-(3-chloro-2-methylphenoxy)phenyl)-1H-imidazo[4,5-c]pyridin-2(3H)-one